C(C)S(=O)(=O)C=1C=C(C=NC1C1=COC2=CC=C(C=C2C1=O)C1=CC=C(C=C1)F)C1(CC1)C#N 1-[5-ethylsulfonyl-6-[6-(4-fluorophenyl)-4-oxo-chromen-3-yl]-3-pyridyl]cyclopropanecarbonitrile